4-trans-cyclohexanedicarboxylic acid C1(CCCCC1)(C(=O)O)C(=O)O